N2-(((9H-fluoren-9-yl)methoxy)carbonyl)-N6-(tert-butoxycarbonyl)-D-lysine C1=CC=CC=2C3=CC=CC=C3C(C12)COC(=O)N[C@H](CCCCNC(=O)OC(C)(C)C)C(=O)O